[Si](C)(C)(C(C)(C)C)OC[C@H]1N(C[C@@H](C1)O)C(=O)OC(C)(C)C Tert-butyl (2S,4R)-2-[[tert-butyl(dimethyl)silyl]oxymethyl]-4-hydroxy-pyrrolidine-1-carboxylate